3-(4-((4-Amino-3,3-dimethylbutyl)(pentyl)amino)-1-oxoisoindolin-2-yl)piperidine-2,6-dione hydrochloride Cl.NCC(CCN(C1=C2CN(C(C2=CC=C1)=O)C1C(NC(CC1)=O)=O)CCCCC)(C)C